C(C)(C)(C)C1=C(C=C(C=C1)NC(C(C1=CC=C(C=C1)COC)NC(=O)N1CC(C1)O)=O)C#N N-(2-((4-tert-butyl-3-cyanophenyl)amino)-1-(4-(methoxymethyl)phenyl)-2-oxoethyl)-3-hydroxyazetidine-1-carboxamide